[O-2].[Zn+2].[Al+3] aluminum-zinc oxide